1-(2-(7-((3-(4-(pyrrolidin-1-yl)piperidin-1-yl)propyl)amino)thieno[3,2-b]pyridin-5-yl)-6,7-dihydrothieno[3,2-c]pyridin-5(4H)-yl)ethan-1-one N1(CCCC1)C1CCN(CC1)CCCNC1=C2C(=NC(=C1)C1=CC=3CN(CCC3S1)C(C)=O)C=CS2